C(C)(C)(C)OC(=O)N1[C@@H](CC([C@H](C1)C)NC1=NC=C(C=C1[N+](=O)[O-])Cl)C (2R,5S)-4-((5-chloro-3-nitropyridin-2-yl)amino)-2,5-dimethylpiperidine-1-carboxylic acid tert-butyl ester